4-cyano-4-(phenylcarbonylthiocarbonylthio)pentanoic acid C(#N)C(CCC(=O)O)(C)SC(=S)C(=O)C1=CC=CC=C1